6-Amino-2-chloro-pyridin-3-carbonitrile NC1=CC=C(C(=N1)Cl)C#N